2-ethyl-allyl-2-hydroxy-2-ethyl-phenyl-2-propanone C(C)C(CC(C(C)=O)C1C(C=CC=C1)(CC)O)=C